OC(C=1N(C2=CC=CC=C2C1)C(=O)OC(C)(C)C)C1=CC=CC=C1 Tert-Butyl 2-(Hydroxy(Phenyl)Methyl)-1H-Indole-1-Carboxylate